N-(3-(7-Ethyl-3-methyl-1H-indazol-5-yl)-1-oxo-1-(4-(piperidin-1-yl)piperidin-1-yl)propan-2-yl)-4-(8-fluoro-1,2-dihydro-2-oxoquinazolin-3(4H)-yl)piperidine-1-carboxamide C(C)C=1C=C(C=C2C(=NNC12)C)CC(C(N1CCC(CC1)N1CCCCC1)=O)NC(=O)N1CCC(CC1)N1C(NC2=C(C=CC=C2C1)F)=O